ClC=1C=C(O[C@H]2CN(CC2)C2(CCCC2)C(=O)[O-])C=CC1.[Li+] Lithium 1-[(3R)-3-(3-Chlorophenoxy)pyrrolidin-1-yl]cyclopentane-1-carboxylate